ClC=1N=C(SC1C(=O)C1=NC(=NO1)C=1C=NN(C1)C)NC1=CC=C(C=C1)F rac-[4-chloro-2-(4-fluoroanilino)-1,3-thiazol-5-yl][3-(1-methyl-1H-pyrazol-4-yl)-1,2,4-oxadiazol-5-yl]methanone